4-(((2-(4-(2,3-dichlorophenyl)piperazin-1-yl)ethyl)amino)methyl)benzene-1,2-diol ClC1=C(C=CC=C1Cl)N1CCN(CC1)CCNCC=1C=C(C(=CC1)O)O